8-(4-fluorophenyl)-7-methoxy-2-(prop-2-yn-1-ylsulfanyl)-3H-pyrazolo[1,5-a][1,3,5]triazin-4-one FC1=CC=C(C=C1)C=1C(=NN2C1N=C(NC2=O)SCC#C)OC